COC(=O)C[C@H]1CCC(=O)[C@H]1C/C=C\\CCO The molecule is a methyl ester derived from tuberonic acid. It has a role as a plant metabolite. It is a methyl ester, a member of cyclopentanones, a primary alcohol and a homoallylic alcohol. It derives from a tuberonic acid.